4-butyl-1-ethyl-3-methyl-1,2,3-triazolium C(CCC)C=1N(N=[N+](C1)CC)C